C(C1=CC=CC=C1)N1CCC(CC1)(N)C1=CC(=C(C=C1)F)F 1-benzyl-4-(3,4-difluorophenyl)piperidin-4-amine